FC1=C(C(=CC=C1)C)N1CCC(CC1)N1C(N(C=2C(C1)=NN(N2)C)CC2=NC=CC=C2C(F)(F)F)=O 6-[1-(2-fluoro-6-methyl-phenyl)-piperidin-4-yl]-2-methyl-4-(3-trifluoromethyl-pyridin-2-ylmethyl)-2,4,6,7-tetrahydro-[1,2,3]triazolo[4,5-d]pyrimidin-5-one